6-(2-(3-methylbenzylidene)hydrazinyl)-9H-purine CC=1C=C(C=NNC2=C3N=CNC3=NC=N2)C=CC1